(cis)-3-hydroxy-1-(4-methoxyphenyl)cyclobutane-1-carboxylic acid OC1CC(C1)(C(=O)O)C1=CC=C(C=C1)OC